NC1CCC(CC1)NC(OC(C)(C)C)=O rac-tert-butyl ((1R,4R)-4-aminocyclohexyl)carbamate